FC(S(=O)(=O)C=1C=CC=CC1)(F)F 3-(trifluoromethylsulfonyl)benzene